3,3-bis(1-octyl-2-methylindol-3-yl)phthalide C(CCCCCCC)N1C(=C(C2=CC=CC=C12)C1(OC(=O)C2=CC=CC=C12)C1=C(N(C2=CC=CC=C12)CCCCCCCC)C)C